(2R,3R,4S,5R,6R)-6-((1-Oxa-2-azaspiro[4.5]dec-2-en-3-yl)methyl)-4-(4-(3,5-difluoro-4-methylphenyl)-1H-1,2,3-triazol-1-yl)-2-(hydroxymethyl)-5-methoxytetrahydro-2H-pyran-3-ol O1N=C(CC12CCCCC2)C[C@@H]2[C@@H]([C@H]([C@H]([C@H](O2)CO)O)N2N=NC(=C2)C2=CC(=C(C(=C2)F)C)F)OC